ClC=1C(N(C=C(C1)C1=NC(=NC=C1CCC)S(=O)(=O)C)C)=O 3-chloro-1-methyl-5-(2-methylsulfonyl-5-propylpyrimidin-4-yl)pyridin-2-one